4-(chlorosulfonyl)benzene-1-sulfonyl fluoride ClS(=O)(=O)C1=CC=C(C=C1)S(=O)(=O)F